O[C@H](C(=O)N1C[C@@H]2[C@H](C1)CC(C2)NC2=C1C(=NC=C2C=2SC3=C(N2)CCC3=O)NC=C1)C 2-(4-(((3aR,5R,6aS)-2-((S)-2-hydroxypropanoyl)octahydrocyclopenta[c]pyrrol-5-yl)amino)-1H-pyrrolo[2,3-b]pyridin-5-yl)-4,5-dihydro-6H-cyclopenta[d]thiazol-6-one